C(#N)C=1C=C2C(=NC1)N(C=C2)C2=NC=C(C(=O)NC1CCN(CC1)CC=1C=C3CN(C(C3=C(C1)F)=O)C1C(NC(CC1)=O)=O)C(=C2)NC(C)C 6-(5-cyano-1H-pyrrolo[2,3-b]pyridin-1-yl)-N-(1-((2-(2,6-dioxopiperidin-3-yl)-7-fluoro-1-oxoisoindolin-5-yl)methyl)piperidin-4-yl)-4-(isopropylamino)nicotinamide